OCC(CC1CCN(CC1)C(=O)OC(C)(C)C)C tert-butyl 4-(3-hydroxy-2-methyl-propyl)piperidine-1-carboxylate